CC=1C(=C(C=C(C1)C(F)(F)F)O)C=1N=NC(=CC1)N1[C@H]2[C@@H](OCC1)CN(C2)CC |r| 3-methyl-2-[6-[rac-(4aR,7aS)-6-ethyl-2,3,4a,5,7,7a-hexahydropyrrolo[3,4-b][1,4]oxazin-4-yl]pyridazin-3-yl]-5-(trifluoromethyl)phenol